Methyl 3-chloro-6-(2-chloro-4-(trifluoromethyl) phenyl)-4-methylpicolinate ClC=1C(=NC(=CC1C)C1=C(C=C(C=C1)C(F)(F)F)Cl)C(=O)OC